N1(CCOCC1)C(=O)C=1C=C2C(=CC(=NC2=CC1)C=O)C1=CC=NC=C1 6-(morpholine-4-carbonyl)-4-(pyridin-4-yl)quinoline-2-carbaldehyde